6-(1,2-dimethyl-1H-imidazol-5-yl)-2-methoxypyridin-3-amine CN1C(=NC=C1C1=CC=C(C(=N1)OC)N)C